NC(CO)CO 2-amino-1,3-dihydroxypropane